3-(((4-nitrobenzyl)amino)phenyl)piperidine-1-carboxylate [N+](=O)([O-])C1=CC=C(CNC2=C(C=CC=C2)C2CN(CCC2)C(=O)[O-])C=C1